2-(1-(1-(2,6-dioxopiperidin-3-yl)-3-methyl-2-oxo-2,3-dihydro-1H-benzo[d]imidazol-5-yl)piperidin-4-yl)acetic acid O=C1NC(CCC1N1C(N(C2=C1C=CC(=C2)N2CCC(CC2)CC(=O)O)C)=O)=O